FC(OC=1C=C(C(=C(C1)F)[N+](=O)[O-])F)F 5-(difluoromethoxy)-1,3-difluoro-2-nitrobenzene